benzyl (R)-2-(2-((tert-butoxycarbonyl) amino)-3-phenylpropoxy)-4,6-dimethoxybenzoate C(C)(C)(C)OC(=O)N[C@@H](COC1=C(C(=O)OCC2=CC=CC=C2)C(=CC(=C1)OC)OC)CC1=CC=CC=C1